(E)-2-(4-(2-phenyl-1-(1-(tetrahydro-2H-pyran-2-yl)-1H-indazol-5-yl)but-1-en-1-yl)phenoxy)ethan-1-amine succinate salt C(CCC(=O)O)(=O)O.C1(=CC=CC=C1)/C(=C(/C=1C=C2C=NN(C2=CC1)C1OCCCC1)\C1=CC=C(OCCN)C=C1)/CC